C(#N)C=1C=CC(=C2C=CC=NC12)N1C[C@]2(C[C@]2(C1)C(F)(F)F)C(=O)N[C@@H]1CC[C@H](CC1)N(C)C (1R,5S)-3-(8-cyanoquinolin-5-yl)-N-[trans-4-(dimethylamino)cyclohexyl]-5-(trifluoromethyl)-3-azabicyclo[3.1.0]hexane-1-carboxamide